ethyl 5-(4-chlorobenzyl)-1,3,4-oxadiazole-2-carboxylate ClC1=CC=C(CC2=NN=C(O2)C(=O)OCC)C=C1